ethyl (2Z)-2-{[4-(benzyloxy)-3-methoxyphenyl]carbonyl}-3-(dimethylamino)prop-2-enoate C(C1=CC=CC=C1)OC1=C(C=C(C=C1)C(=O)/C(/C(=O)OCC)=C/N(C)C)OC